(4R)-4-methyl-2-(1-methylpyrazolo[3,4-b]pyridin-4-yl)-6-[1-(4-piperidyl)azetidin-3-yl]oxy-3,4-dihydro-1H-isoquinoline C[C@H]1CN(CC2=CC=C(C=C12)OC1CN(C1)C1CCNCC1)C1=C2C(=NC=C1)N(N=C2)C